docosadiene CCCCCCCCCCCCCCCCCC/C=C/C=C